6-bromo-4-(2-morpholinylethyl)-3,4-dihydropyrazino[2,3-b]Pyrazin-2(1H)-one BrC=1N=C2C(=NC1)NC(CN2CCN2CCOCC2)=O